NC1=C(C=NN1C=1C=C(C(=O)NC2CC2)C=CC1C)C(C1=CC(=CC=C1)C#N)=O 3-[5-amino-4-(3-cyanobenzoyl)-pyrazole-1-yl]-N-cyclopropyl-4-methylbenzamide